N-{2-[(5-chloro-2-{[4-(4-methylpiperazin-1-yl)phenyl]amino}pyrimidin-4-yl)amino]-3-fluorophenyl}prop-2-enamide ClC=1C(=NC(=NC1)NC1=CC=C(C=C1)N1CCN(CC1)C)NC1=C(C=CC=C1F)NC(C=C)=O